(R)-(2-(benzofuran-3-yl)-1-(2-(spiro[chromane-3,1'-cyclopropane]-7-yl)acetamido)ethyl)boronic acid O1C=C(C2=C1C=CC=C2)C[C@H](NC(CC2=CC=C1CC3(CC3)COC1=C2)=O)B(O)O